C(C)(C)(C)OC(NC(C=O)C)=O 1-oxoprop-2-ylcarbamic acid tert-butyl ester